ClC=1C=C(C=CC1)C=1N=C(C2=C(N1)CCCS2(=O)=O)OS(=O)(=O)C(F)(F)F [2-(3-Chlorophenyl)-5,5-dioxo-7,8-dihydro-6H-thiopyrano[3,2-d]pyrimidin-4-yl]trifluoromethanesulfonate